C(CCCCC)C1(CC(C(CC1)C(CO)C)O)C 1-n-hexyl-p-menthane-3,9-diol